C(C)(C)(C)C1=C(C=2C(C3=CC=CC=C3N(C2C=C1)C1=CC=CC=C1)C1=C(C=C(C=C1C)C)C)C(C)(C)C di-t-butyl-9-mesityl-10-phenylacridine